C(C)N1[C@@H](C(CCC1)C1=CC=2C(=NC=CC2NC=2C(=CC3=C(N=CS3)C2F)F)S1)C N-(2-((2R)-1-ethyl-2-methylpiperidin-3-yl)thieno[2,3-b]-pyridin-4-yl)-4,6-difluorobenzo-[d]thiazol-5-amine